5-Cyano-N-(3-(difluoromethyl)-1-(tetrahydro-2H-pyran-2-yl)-1H-indazol-5-yl)-3,4-dimethylpicolinamide C(#N)C=1C(=C(C(=NC1)C(=O)NC=1C=C2C(=NN(C2=CC1)C1OCCCC1)C(F)F)C)C